Trans-4-(4-chlorophenyl)-N,N-dimethyl-5-(4-(pyridin-2-yloxy)cyclohexyl)-4H-1,2,4-triazol-3-amine ClC1=CC=C(C=C1)N1C(=NN=C1[C@@H]1CC[C@H](CC1)OC1=NC=CC=C1)N(C)C